butyl (RS)-2-{4-[5-(trifluoromethyl)-2-pyridyloxy]phenoxy}propionate FC(C=1C=CC(=NC1)OC1=CC=C(O[C@@H](C(=O)OCCCC)C)C=C1)(F)F |r|